N1(CCNC2=CC=CC=C12)C(=O)[O-] 2,3-dihydroquinoxaline-1-carboxylate